ClC1=C(C=CC(=C1)Cl)CN1C(CCC1=O)CC(=O)NCC(CC)CC 2-[1-[(2,4-dichlorophenyl)methyl]-5-oxopyrrolidin-2-yl]-N-(2-ethylbutyl)acetamid